C(=O)(O)CC1(C2=CC=CC=C2C=2C=CC=CC12)CC(=O)O 9,9-bis(carboxymethyl)fluorene